5,6-diaminophenanthroline NC1=C2C=CC=NC2=C2N=CC=CC2=C1N